FC=1C=C2C(=CNC2=CC1)CCN(CC#N)C(C)C 2-((2-(5-Fluoro-1H-indol-3-yl)ethyl)(isopropyl)amino)acetonitrile